[(3R,9aS)-3-(2-Chlorophenyl)-3-hydroxy-1,4,6,7,9,9a-hexahydropyrazino[2,1-c][1,4]oxazin-8-yl]-(2-chloro-3-methoxyphenyl)methanon ClC1=C(C=CC=C1)[C@@]1(CN2[C@H](CO1)CN(CC2)C(=O)C2=C(C(=CC=C2)OC)Cl)O